ClC1=C(C=CC=C1)[C@@H]1[C@@](OC1)(C1=C(C=C(C=C1)F)F)CN1N=CNC1=S |o1:7,8| 2-{[rel-(2r,3s)-3-(2-chlorophenyl)-2-(2,4-difluorophenyl)oxetan-2-yl]methyl}-2,4-dihydro-3H-1,2,4-triazole-3-thione